NC1C[C@H]2CC[C@@H](C1)N2C(=O)OCCCC butyl (1R,3s,5S)-3-amino-8-azabicyclo[3.2.1]octane-8-carboxylate